NC=1SC=C(N1)CC(=O)N1CCC(CC1)N1CCC(CC1)(F)F 2-(2-amino-1,3-thiazol-4-yl)-1-(4,4-difluoro-1,4'-bipiperidin-1'-yl)ethanone